OC1(COC1)C#CC=1C=CC2=C(OC[C@@H](C(N2C)=O)NC(C2=NC=CC(=C2)OC2=CC=CC=C2)=O)C1 (S)-N-(8-((3-hydroxyoxetan-3-yl)ethynyl)-5-methyl-4-oxo-2,3,4,5-tetrahydrobenzo[b][1,4]oxazepin-3-yl)-4-phenoxypicolinamide